5-(3-(2-fluoroethyl)-2-methyl-3H-imidazo[4,5-b]pyridin-5-yl)-N-(2-methyl-2-azaspiro[3.3]heptan-6-yl)pyrrolo[2,1-f][1,2,4]triazin-2-amine FCCN1C(=NC=2C1=NC(=CC2)C=2C=CN1N=C(N=CC12)NC1CC2(CN(C2)C)C1)C